NC[C@H](C1=CC(=CC=C1)Cl)NC(=O)C=1N=CN(C1)C1=NC(=NC=C1C)NC1=CC=NN1C (S)-N-(2-amino-1-(3-chlorophenyl)ethyl)-1-(5-methyl-2-((1-methyl-1H-pyrazol-5-yl)amino)pyrimidin-4-yl)-1H-imidazole-4-carboxamide